CC1=C(C=NC=2OCCNC21)N2CC=1N=C(N=CC1CC2)NC2=CC=C(C=C2)CC#N 2-{4-[(7-{8-methyl-1H,2H,3H-pyrido[2,3-b][1,4]oxazin-7-yl}-5H,6H,7H,8H-pyrido[3,4-d]pyrimidin-2-yl)amino]phenyl}acetonitrile